ClC1=C(C(=CC=C1)F)C1=NC=C2N1C=CNC2=O 3-(2-chloro-6-fluorophenyl)-8-oxo-7,8-dihydroimidazo[1,5-a]pyrazin